(3S,4S)-tert-butyl 3-((6-(6-(tert-butyl)imidazo[1,2-a]pyridin-3-yl)pyridin-2-yl)amino)-4-fluoropyrrolidine-1-carboxylate C(C)(C)(C)C=1C=CC=2N(C1)C(=CN2)C2=CC=CC(=N2)N[C@H]2CN(C[C@@H]2F)C(=O)OC(C)(C)C